FC(OC=1C=C(C=CC1C)[C@H]1CC2(CN(C2)C(=O)C2CC(C2)(C)O)CC1)F |r| (rac)-(6-(3-(difluoromethoxy)-4-methylphenyl)-2-azaspiro[3.4]oct-2-yl)((1s,3s)-3-hydroxy-3-methylcyclobutyl)methanone